benzyl (6R,9S)-2-(8-ethynyl-3-(methoxymethoxy) naphthalen-1-yl)-12-fluoro-5a,6,7,8,9,10-hexahydro-5H-4-oxa-3,10a,11,13,14-pentaaza-6,9-methanonaphtho[1,8-ab]heptalene-14-carboxylate C(#C)C=1C=CC=C2C=C(C=C(C12)C=1C=C2N=C(N=C3C2=C(OCC2[C@H]4CC[C@@H](CN32)N4C(=O)OCC4=CC=CC=C4)N1)F)OCOC